3-{[(5R)-5-(3-chloro-2-fluorophenyl)-4-fluoro-7-(4-fluoro-1-methyl-1H-pyrazol-3-yl)-5-methyl-8-oxo-5,6,7,8-tetrahydro-2,7-naphthyridin-3-yl]amino}azetidine-1-carboxylate ClC=1C(=C(C=CC1)[C@@]1(C=2C(=C(N=CC2C(N(C1)C1=NN(C=C1F)C)=O)NC1CN(C1)C(=O)[O-])F)C)F